ClC1=NC=C(C(=N1)OCC1=CC=C(C=C1)C=1N(C=C(N1)C(F)(F)F)C)N1CCOCC1 4-(2-chloro-4-((4-(1-methyl-4-(trifluoromethyl)-1H-imidazol-2-yl)benzyl)oxy)pyrimidin-5-yl)morpholine